C(#N)C1(CC1)N(S(=O)(=O)C=1C=C(C=2N(C1)C(=CN2)C2=NN1C(C(CCC1)O)=C2)N2CCN(CC2)C(C(C)C)=O)CC2=CC=C(C=C2)OC N-(1-cyanocyclopropyl)-3-(4-hydroxyl-4,5,6,7-tetrahydropyrazolo[1,5-a]pyridin-2-yl)-8-(4-isobutyrylpiperazin-1-yl)-N-(4-methoxybenzyl)imidazo[1,2-a]pyridin-6-sulfonamide